4-(cyclohexylamino)-1H-pyrazole C1(CCCCC1)NC=1C=NNC1